(E)-4-bromobutan-2-enoyl chloride BrC/C=C/C(=O)Cl